ClCC1=CC=C(C=C1)C1=NC=CC=C1OC(C)C [4-(chloromethyl)phenyl]-3-isopropoxypyridine